(Z)-6-(non-2-en-1-yloxy)-6-oxohexanoic acid C(\C=C/CCCCCC)OC(CCCCC(=O)O)=O